S(SSSN=C=O)N=C=O tetrathioisocyanate